F[B-](F)(F)F.C1(=CC=CC=C1)C1=NC(=CC(=C1)C1=CC=CC=C1)C1=CC=CC=C1 2,4,6-triphenyl-pyridine tetrafluoroborate